C1(CC1)C=1C(=CC(N2C(=C(SC12)C1=CC=CC=C1)C(=O)O)=O)CC1=CC=CC2=CC=CC=C12 5-Cyclopropyl-4-[(1-naphthyl)methyl]-2-oxo-8-phenyl-7-thia-1-azabicyclo[4.3.0]nona-3,5,8-triene-9-carboxylic acid